O=C1C(O)C=CC(=C1)O oxoquinol